NC1=C(C=C(C(=N1)F)C1=CC=C(C=C1)C1(CCN(CC1)C(=O)OC(C)(C)C)OC)C=1C=C2CCNC(C2=CC1)=O tert-butyl 4-(4-(6-amino-2-fluoro-5-(1-oxo-1,2,3,4-tetrahydroisoquinolin-6-yl)pyridin-3-yl) phenyl)-4-methoxypiperidine-1-carboxylate